C(C)OC(=O)[C@@H]1CN(CCC1)C(C1=CC=C(C=C1)[N+](=O)[O-])=O (S)-1-(4-nitrobenzoyl)piperidine-3-carboxylic acid ethyl ester